COC(=O)C1=NC=C(N=C1)Cl.C1(CC1)CN[C@H]1CN(CC1)C=1N=CC(=NC1)C(=O)NC=1C=C(C=2N(C1)C=C(N2)C)F 5-[(3R)-3-(cyclopropylmethylamino)pyrrolidin-1-yl]-N-(8-fluoro-2-methyl-imidazo[1,2-a]pyridin-6-yl)pyrazine-2-carboxamide Methyl-5-chloro-2-pyrazinecarboxylate